N-(3-bromophenyl)-4-((3-nitrophenyl)sulfonamido)benzamide BrC=1C=C(C=CC1)NC(C1=CC=C(C=C1)NS(=O)(=O)C1=CC(=CC=C1)[N+](=O)[O-])=O